(R)-1-(3-((3-(cyclopropanecarbonyl)-1H-pyrrolo[2,3-b]pyridin-4-yl)amino)pyrrolidin-1-yl)prop-2-en-1-one C1(CC1)C(=O)C1=CNC2=NC=CC(=C21)N[C@H]2CN(CC2)C(C=C)=O